1-(1H-Benzoimidazol-5-yl)-4-benzylimino-5-(4-bromo-phenyl)-imidazolidin-2-one N1C=NC2=C1C=CC(=C2)N2C(NC(C2C2=CC=C(C=C2)Br)=NCC2=CC=CC=C2)=O